C(C)(C)(C)C1=CC(=C(OC=2C=CC3=C(C=CO3)C2)C=C1)I 5-(4-(tert-butyl)-2-iodophenoxy)benzofuran